3-[4-(2,4-di-fluorophenyl)phenyl]Azetidine-1-carboxylic acid tert-butyl ester C(C)(C)(C)OC(=O)N1CC(C1)C1=CC=C(C=C1)C1=C(C=C(C=C1)F)F